2-(2-(cyclopropanesulfonamido)thiazol-4-yl)-N-(4-(2-fluoropyridin-3-yl)phenyl)-2-methylpropanamide C1(CC1)S(=O)(=O)NC=1SC=C(N1)C(C(=O)NC1=CC=C(C=C1)C=1C(=NC=CC1)F)(C)C